dimethyl (R)-2-(6-((1-(3-(difluoromethyl)-2-fluorophenyl) ethyl) amino)-5-(1,3-dioxolan-2-yl)-2-methylpyrimidin-4-yl)-2-fluoromalonate FC(C=1C(=C(C=CC1)[C@@H](C)NC1=C(C(=NC(=N1)C)C(C(=O)OC)(C(=O)OC)F)C1OCCO1)F)F